3-Cyano-2-methoxy-6-methyl-N-(1-(1-methyl-1H-pyrazol-4-yl)-1H-indazol-6-yl)benzamide C(#N)C=1C(=C(C(=O)NC2=CC=C3C=NN(C3=C2)C=2C=NN(C2)C)C(=CC1)C)OC